C(C)(C)(C)OC(=O)N1C[C@@]2(C=3C1=NC=C(C3Cl)Br)C[C@H](CC2)C#N.C(C)(C)(C)[Si](C)(C)O[C@H]2[C@@H](CCCC2)I |&1:9,19| tert-butyl-(((1r,2r)-2-iodocyclohexyl)oxy)dimethylsilane tert-butyl-(1RS,3SR)-5'-bromo-4'-chloro-3-cyanospiro[cyclopentane-1,3'-pyrrolo[2,3-b]pyridine]-1'(2'H)-carboxylate